OCC12CNCC(CC1)N2C(=O)OC(C)(C)C tert-Butyl 1-(hydroxymethyl)-3,8-diazabicyclo[3.2.1]octane-8-carboxylate